3-(3-Cyano-4-fluorophenyl)-1-(8-fluoro-6-oxo-1,4,5,6-tetrahydro-2H-thiopyrano[3,4-c]isoquinolin-1-yl)-1-methylurea C(#N)C=1C=C(C=CC1F)NC(N(C)C1CSCC=2NC(C=3C=C(C=CC3C21)F)=O)=O